tert-Butyl (3R)-4-[[4-(3-cyanophenyl)-5-(2,6-dimethyl-4-pyridyl)thiazol-2-yl]carbamoyl]-3-(hydroxymethyl)piperazine-1-carboxylate C(#N)C=1C=C(C=CC1)C=1N=C(SC1C1=CC(=NC(=C1)C)C)NC(=O)N1[C@H](CN(CC1)C(=O)OC(C)(C)C)CO